O1CCC(CC1)NC=1N=CC(=NC1)C(=O)O 5-[(Oxan-4-yl)amino]pyrazine-2-carboxylic acid